N-[(tert-butoxy)carbonyl]-N,N'-dimethylethylenediamine C(C)(C)(C)OC(=O)N(CCNC)C